C(C)(C)(C)OC(=O)N1CC2(CN(C2=O)[C@H](C(=O)OCC2=CC=CC=C2)CCC(=O)OCC2=CC=CC=C2)CCC1 dibenzyl (2S)-2-(6-(tert-butoxycarbonyl)-1-oxo-2,6-diazaspiro[3.5]non-2-yl)pentanedioate